4-decyltetradecyl 4-bromobutyrate BrCCCC(=O)OCCCC(CCCCCCCCCC)CCCCCCCCCC